1-tert-butyl-N-{[3-(4-{[(3S,4R)-3-fluoro-1-methylpiperidin-4-yl]amino}-1-(2,2,2-trifluoroethyl)-1H-indol-2-yl)-1,2,4-oxadiazol-5-yl]methyl}-1H-pyrazole-3-carboxamide C(C)(C)(C)N1N=C(C=C1)C(=O)NCC1=NC(=NO1)C=1N(C2=CC=CC(=C2C1)N[C@H]1[C@H](CN(CC1)C)F)CC(F)(F)F